N=1N(N=CC1)C=1C=CC=NC1 5-(2H-1,2,3-triazol-2-yl)pyridine